[Mn](=O)(=O)([O-])[O-].[Na+].[Fe+2].[Zn+2].[Ni+2] nickel zinc iron sodium manganate